CC12C(C(C(C=C1)(CC2)C)C(=O)OCC(C)C)C(=O)OCC(C)C diisobutyl 1,4-dimethyl-bicyclo[2.2.2]oct-5-ene-2,3-dicarboxylate